C(C=C)(=O)OCCC[Si](OCC)(OCC)OCC acryloxypropyltriethoxySilane